3-azido-6-chloropyridinenitrile N(=[N+]=[N-])C=1C(=NC(=CC1)Cl)C#N